(12R)-20-amino-19-methoxy-6-(trifluoromethyl)-22-oxa-3,4,16,21-tetraazatetracyclo[15.3.1.12,5.012,16]Docosa-1(21),2,4,17,19-pentaen-6-ol NC1=C(C=C2N3CCC[C@H]3CCCCCC(C3=NN=C(C1=N2)O3)(O)C(F)(F)F)OC